1-(4-(4-((2-fluoro-4-((2-(pyrazin-2-ylamino)pyridin-4-yl)oxy)phenyl)amino)-7H-pyrrolo[2,3-d]pyrimidin-5-yl)piperidin-1-yl)prop-2-en-1-one FC1=C(C=CC(=C1)OC1=CC(=NC=C1)NC1=NC=CN=C1)NC=1C2=C(N=CN1)NC=C2C2CCN(CC2)C(C=C)=O